N-(4-(((R)-1-hydroxy-4-methylpent-2-yl)amino)-6-((S)-2-(2,3,4-trifluorophenyl)propyl)-1,3,5-triazin-2-yl)methanesulfonamide OC[C@@H](CC(C)C)NC1=NC(=NC(=N1)C[C@H](C)C1=C(C(=C(C=C1)F)F)F)NS(=O)(=O)C